FC1=CC(=CC=2N(C(=NC21)C)C(C)C)C2=CNC1=NC(=CC=C12)C1=CC=CC=C1 4-fluoro-1-isopropyl-2-methyl-6-(6-phenyl-1H-pyrrolo[2,3-b]pyridin-3-yl)-1H-benzo[d]imidazole